F[C@@H]1[C@]2(CC[C@@](C[C@@H]1OC1=CC=C(N=N1)C1=C(C=C3C=CN(C(C3=C1)=O)C)O)(N2)C)C 7-(6-(((1r,2r,3s,5s)-2-fluoro-1,5-dimethyl-8-azabicyclo[3.2.1]oct-3-yl)oxy)pyridazin-3-yl)-6-hydroxy-2-methylisoquinolin-1(2H)-one